ClC=1C=C(C=C2C(=C(C=NC12)C#N)N[C@H](CC)C1=CC=CC=C1)NC([2H])(C=1N=NN(C1)C1CC1)C=1C(=NC(=CC1)Cl)C 8-chloro-6-(((6-chloro-2-methylpyridin-3-yl)(1-cyclopropyl-1H-1,2,3-triazol-4-yl)methyl-d)amino)-4-(((R)-1-phenylpropyl)amino)quinoline-3-carbonitrile